ClC=1C(=C2C(=NC1)NC(=N2)N[C@@H]2C[C@H](CC2)NC2=CC=C(C=N2)N2C(C=CC=C2)=O)Cl 6'-(((1S,3S)-3-((6,7-Dichloro-3H-imidazo[4,5-b]pyridin-2-yl)amino)cyclopentyl)amino)-2H-[1,3'-bipyridin]-2-one